3'-[1,2-ethanediylbis(oxy)]bis(propionitrile) C(COCCC#N)OCCC#N